tert-Butyl ((1S,3S)-3-((5-(5-chloro-6-oxopyridazin-1(6H)-yl)pyridin-2-yl)amino)cyclopentyl)carbamate ClC1=CC=NN(C1=O)C=1C=CC(=NC1)N[C@@H]1C[C@H](CC1)NC(OC(C)(C)C)=O